FC=1C=C2C=NN(C2=CC1C=1C=2C(=NN(C2C=CC1)CC(=O)NCC(=O)NCC(=O)OC)C)C(CCC(C)=O)=O methyl (2-(5'-fluoro-3-methyl-1'-(4-oxopentanoyl)-1H,1'H-[4,6'-biindazol]-1-yl)acetyl)glycylglycinate